2-[2-(aminomethyl)-3,3-difluoro-allyl]-4-[6-[2-(1-methylpyrazol-4-yl)ethynyl]-2-pyridyl]-1,2,4-triazol-3-one NCC(CN1N=CN(C1=O)C1=NC(=CC=C1)C#CC=1C=NN(C1)C)=C(F)F